7-[(3R)-1-Ethylpiperidin-3-yl]-3-[2-hydroxy-6-methyl-4-(trifluoromethyl)phenyl]-7H-pyrrolo[2,3-c]pyridazine-5-carbonitrile C(C)N1C[C@@H](CCC1)N1C=C(C2=C1N=NC(=C2)C2=C(C=C(C=C2C)C(F)(F)F)O)C#N